1-methyl-2-(3,5-difluorophenyl)-3-carboxy-6-chloro-4(1H)-quinolone CN1C(=C(C(C2=CC(=CC=C12)Cl)=O)C(=O)O)C1=CC(=CC(=C1)F)F